C1(CC1)CN(C(OC(C)(C)C)=O)[C@H]1CN(CCC1)C1=CC(N(C=C1)C(C)C=1SC(=NN1)C1=NC(=CN=C1)N1CCCC1)=O tert-butyl (cyclopropylmethyl)((3R)-1-(2-oxo-1-(1-(5-(6-(pyrrolidin-1-yl)pyrazin-2-yl)-1,3,4-thiadiazol-2-yl)ethyl)-1,2-dihydropyridin-4-yl)piperidin-3-yl)carbamate